4-(3-Benzyloxy-2,6-dimethyl-phenyl)-1-isopropyl-pyrrolo[2,3-b]pyridine-3,6-dicarbonitrile C(C1=CC=CC=C1)OC=1C(=C(C(=CC1)C)C1=C2C(=NC(=C1)C#N)N(C=C2C#N)C(C)C)C